(Sa)-6-(1-(4-bromo-2-fluorobenzyl)-5-chloro-1H-indazole-7-carboxamido)spiro[3.3]heptane-2-carboxylic acid BrC1=CC(=C(CN2N=CC3=CC(=CC(=C23)C(=O)NC2CC3(CC(C3)C(=O)O)C2)Cl)C=C1)F